OCCC[C@@H](CO)NC(OC(C)(C)C)=O tert-butyl N-[(1S)-4-hydroxy-1-(hydroxymethyl)butyl]carbamate